ClC=1C(=C(C(=CC1)F)[C@@H](NC(=O)[C@H]1C[C@H](CC1)C=1NC=CN1)C1CCCC1)F |&1:12,14| (1RS,3SR)-N-((S)-(3-chloro-2,6-difluorophenyl)(cyclopentyl)methyl)-3-(1H-imidazol-2-yl)cyclopentane-1-carboxamide